5-bromo-4-methoxy-2H-indazole-7-carboxylate BrC1=C(C2=CNN=C2C(=C1)C(=O)[O-])OC